OC(=O)C(F)(F)F.FC1(CNCCC1OC1=C2C(NC=NC2=CC=C1OC(C)C)=O)F 5-((3,3-difluoropiperidin-4-yl)oxy)-6-isopropoxyquinazolin-4(3H)-one TFA salt